Tert-butyl ((trans)-3-((7-(difluoromethyl)-5-ethoxy-2,6-naphthyridin-3-yl)amino)cyclobutyl)carbamate FC(C1=NC(=C2C=C(N=CC2=C1)N[C@@H]1C[C@H](C1)NC(OC(C)(C)C)=O)OCC)F